4-phenyl-benzo(1,4)oxazine-7-yl-aniline C1(=CC=CC=C1)N1C=COC2=C1C=CC(=C2)NC2=CC=CC=C2